[N+](=O)([O-])C=1C=C(C(=O)[O-])C=CC1 3-nitrobenzoate